tert-butyl (3S)-3-[[1-(6-allyloxy-7-oxo-1,6-diazabicyclo[3.2.1]oct-3-en-3-yl)pyrazole-3-carbonyl]amino]pyrrolidine-1-carboxylate C(C=C)ON1C2C=C(CN(C1=O)C2)N2N=C(C=C2)C(=O)N[C@@H]2CN(CC2)C(=O)OC(C)(C)C